4-((3-methoxy-4-nitrophenyl)amino)adamantan COC=1C=C(C=CC1[N+](=O)[O-])NC1C2CC3CC(CC1C3)C2